succinic acid mono-[2-(2-{2-[2-(2-{2-[2-(2-methoxy-ethoxy)-ethoxy]-ethoxy}-ethoxy)-ethoxy]-ethoxy}-ethoxy) ethyl] ester COCCOCCOCCOCCOCCOCCOCCOCCOC(CCC(=O)O)=O